6-(benzhydrylideneamino)-2-methyl-imidazo[1,2-a]pyridine-8-carbonitrile C(C1=CC=CC=C1)(C1=CC=CC=C1)=NC=1C=C(C=2N(C1)C=C(N2)C)C#N